1-Cyclohexyl-3-(1H-indol-2-yl)pyrazolo[3,4-d]pyrimidin-4-amine C1(CCCCC1)N1N=C(C=2C1=NC=NC2N)C=2NC1=CC=CC=C1C2